NC1=NC=NN2C1=CC=C2C=2C=C(C(=NC2)C)NC(=O)N2OCC[C@H]2C2=CC=CC=C2 (S)-N-(5-(4-aminopyrrolo[2,1-f][1,2,4]triazin-7-yl)-2-methylpyridin-3-yl)-3-phenylisoxazolidine-2-carboxamide